C(CCCCCC)OCCCNCCCN1CCOCC1 N-(3-heptoxypropyl)-3-morpholinopropan-1-amine